OC1=C(C(=C(C(=O)OCOC)C(=C1C)C)OCOC)C methoxymethyl 4-hydroxy-2-methoxymethoxy-3,5,6-trimethylbenzoate